(2R,3S)-flavan-3-ol O1[C@@H]([C@H](CC2=CC=CC=C12)O)C1=CC=CC=C1